butenyl methacrylate C(C(=C)C)(=O)OC=CCC